(2S)-2-[(2S)-3-(1-tert-butyl-1H-indol-3-yl)-2-acetamidopropionylamino]-5,5-dimethylhexanoic acid C(C)(C)(C)N1C=C(C2=CC=CC=C12)C[C@@H](C(=O)N[C@H](C(=O)O)CCC(C)(C)C)NC(C)=O